CC1(OC2=C(C1=O)C=CC(=C2)NC2=NC=C(C(=N2)N[C@H](C(=O)O)C2=CC=CC=C2)C2=NC(=NO2)C)C (S)-2-(2-(2,2-dimethyl-3-oxo-2,3-dihydrobenzofuran-6-ylamino)-5-(3-methyl-1,2,4-oxadiazol-5-yl)pyrimidin-4-ylamino)-2-phenylacetic acid